C(C)OP(=O)(O)O.C(C)(=O)N[C@H]1[C@@H](C=C(C[C@@H]1N)C(=O)O)OC(CC)CC (3R,4R,5S)-4-acetamido-5-amino-3-(1-ethyl propoxy)-1-cyclohexenecarboxylate ethyl-phosphate